(1H-pyrrol-2-yl)ethan-1-one N1C(=CC=C1)C(C)=O